C(C)(C)(C)N1[C@@H](CC(C[C@@H]1C)OCCO[C@@H]1CC[C@H](CC1)N)C (2r,4r,6s)-tert-butyl-4-(2-(((trans)-4-aminocyclohexyl)oxy)ethoxy)-2,6-dimethylpiperidine